BrC=1C(=C(C=CC1)NC(=O)C=1N=CC=2CN(CCC2C1)C1COC1)Cl N-(3-bromo-2-chlorophenyl)-7-(oxetan-3-yl)-5,6,7,8-tetrahydro-2,7-naphthyridine-3-carboxamide